2,5-bis(1,2,4-triazol-1-yl)terephthalic acid N1(N=CN=C1)C1=C(C(=O)O)C=C(C(=C1)C(=O)O)N1N=CN=C1